4-(5-((methylamino)methyl)-5,6,7,8-tetrahydronaphthalen-1-yl)benzonitrile CNCC1C=2C=CC=C(C2CCC1)C1=CC=C(C#N)C=C1